5-[(2,5-Diiodophenoxymethylthio)methyl]-1,3,4-oxadiazole-2(3H)-thione IC1=C(OCSCC2=NNC(O2)=S)C=C(C=C1)I